COC=1C=C2C(=C(/C(/C2=CC1OC)=C/C1=CC(=C(C(=C1)OC)OC)OC)C)CC(=O)OC1CN(CC1)C 1-methylpyrrolidin-3-yl (Z)-2-(5,6-dimethoxy-2-methyl-1-(3,4,5-trimethoxybenzylidene)-1H-inden-3-yl)acetate